tert-Butyl 9-(3-((4-methoxybenzyl)(methyl)amino)propyl)-3-azaspiro[5.5]undecane-3-carboxylate COC1=CC=C(CN(CCCC2CCC3(CCN(CC3)C(=O)OC(C)(C)C)CC2)C)C=C1